CN(C(C(=O)OC)C(C(=O)OC)C1=CC=CC=C1)C1=CC=C(C=C1)C dimethyl 2-(methyl (p-tolyl) amino)-3-phenylsuccinate